ethoxysulfinic acid C(C)OS(=O)O